5-[8-methyl-6-(5-methyl-1,3,4-oxadiazol-2-yl)imidazo[1,2-a]pyridin-3-yl]pyridin-2-amine CC=1C=2N(C=C(C1)C=1OC(=NN1)C)C(=CN2)C=2C=CC(=NC2)N